2,6-diisopropyl-4-pyrone C(C)(C)C=1OC(=CC(C1)=O)C(C)C